N1(CCCC1)[Si](C1=CC=C(C=C)C=C1)(C)C 4-((pyrrolidinyl)dimethylsilyl)styrene